(S)-2-(4-(2-((4-chloro-2-fluorobenzyl)oxy)thiazol-4-yl)-2,5-difluorobenzyl)-1-(oxetan-2-ylmethyl)-1H-benzo[d]imidazole-6-carboxylic acid ClC1=CC(=C(COC=2SC=C(N2)C2=CC(=C(CC3=NC4=C(N3C[C@H]3OCC3)C=C(C=C4)C(=O)O)C=C2F)F)C=C1)F